1-{2-fluoro-4-[4-({[2-fluoro-5-(trifluoromethoxy)phenyl]methyl}carbamoyl)-1H-1,2,3-triazol-1-yl]butyl}-N-{[6-(trifluoromethyl)pyridin-2-yl]methyl}-1H-1,2,3-triazole-4-carboxamide FC(CN1N=NC(=C1)C(=O)NCC1=NC(=CC=C1)C(F)(F)F)CCN1N=NC(=C1)C(NCC1=C(C=CC(=C1)OC(F)(F)F)F)=O